NC=1C=C(OC2=CC=C(C=C2)C(C(F)(F)F)(C(F)(F)F)C2=CC=C(C=C2)OC2=CC(=CC=C2)N)C=CC1 2,2-Bis[4-(3-aminophenoxy)phenyl]-1,1,1,3,3,3-hexafluoropropane